C(CCCC)ON=O Amylnitrit